ClC1=NN2C=3CCCN(C3C=NC2=C1)C1=CC=C(C=C1)[C@@H](C(F)(F)F)N(C(=O)[C@@H]1CN(CC1)C(CO)=O)C (S)-N-[(1S)-1-(4-{4-chloro-2,3,7,10-tetraazatricyclo[7.4.0.02,6]trideca-1(9),3,5,7-tetraen-10-yl}phenyl)-2,2,2-trifluoroethyl]-1-(2-hydroxyacetyl)-N-methylpyrrolidine-3-carboxamide